[N+](=O)([O-])C1=C(C=CC(=C1)C(=O)O)C1=C(C=C(C=C1)C(=O)O)[N+](=O)[O-] 2,2'-dinitro-(1,1'-biphenyl)-4,4'-dicarboxylic acid